F[C@H]1[C@@H](N2C(C=3N([C@@H]([C@@H](C1)OC)C2)C=C(C(C3O)=O)C(=O)NCC3=C(C=C(C=C3F)F)F)=O)C (3S,4R,6R,7R)-4-fluoro-12-hydroxy-6-methoxy-3-methyl-1,11-dioxo-N-(2,4,6-trifluorobenzyl)-1,4,5,6,7,11-hexahydro-3H-2,7-methanopyrido[1,2-a][1,4]diazonine-10-carboxamide